OCC[C@H]1CCC2[C@@]1(CCC1[C@]3(C=CC(NC3CCC12)=O)C)C (4aR,6aR,7R)-7-(2-hydroxyethyl)-4a,6a-dimethyl-1,4a,4b,5,6,6a,7,8,9,9a,9b,10,11,11a-tetradecahydro-2H-indeno[5,4-f]quinolin-2-one